C(C)(C)(C)OC(=O)NC1CCC(CC1)CN1C[C@@H](CC1)C(=O)OCC1=CC=CC=C1 benzyl (3R)-1-{[(1r,4r)-4-{[(tert-butoxy)carbonyl]amino}cyclohexyl]methyl}pyrrolidine-3-carboxylate